ClC1=NC(=CC(=C1)C1=C(C=NC(=C1)C)C(=O)NNC(NC)=S)Cl 2',6'-dichloro-6-methyl-N-[(methylcarbamothioyl)amino]-[4,4'-bipyridine]-3-carboxamide